NC=1C2=C(N=C(N1)Cl)N(C=C2C=2SC=C(N2)CC2=CC=CC=C2)[C@H]2[C@@H]([C@@H]([C@H](C2)C2CCN(CC2)CC)O)O (1R,2S,3R,5R)-3-[4-amino-5-(4-benzyl-1,3-thiazol-2-yl)-2-chloropyrrolo[2,3-d]pyrimidin-7-yl]-5-(1-ethylpiperidin-4-yl)cyclopentane-1,2-diol